(3S)-1-[(2S)-3-(4-bromothiazol-2-yl)-2-(tert-butoxycarbonylamino)-propionyl]hexahydropyridazine-3-carboxylic acid methyl ester COC(=O)[C@H]1NN(CCC1)C([C@H](CC=1SC=C(N1)Br)NC(=O)OC(C)(C)C)=O